tert-butyl (5-(4-(4,4-difluoropiperidine-1-carbonyl)phenyl)-7-(3-fluoropyridin-4-yl)benzofuran-2-yl)methylcarbamate FC1(CCN(CC1)C(=O)C1=CC=C(C=C1)C=1C=C(C2=C(C=C(O2)CNC(OC(C)(C)C)=O)C1)C1=C(C=NC=C1)F)F